C1(CCCCC1)C=1C2=C(N=C(N1)OCC13CCCN3CCC1)C(=C(N=C2)C2=CC=CC1=CC=CC(=C21)CC)F 4-cyclohexyl-7-(8-ethylnaphthalen-1-yl)-8-fluoro-2-((hexahydro-1H-pyrrolizin-7a-yl)methoxy)pyrido[4,3-d]pyrimidine